3-(2-((2-fluorobenzyl)amino)ethyl)-1H-pyrrolo[2,3-b]pyridine-5-carbonitrile FC1=C(CNCCC2=CNC3=NC=C(C=C32)C#N)C=CC=C1